4-(BUTYLCARBAMOYL)-3-FLUOROBENZENEBORONIC ACID C(CCC)NC(=O)C1=C(C=C(C=C1)B(O)O)F